(R)-1-(4-fluorobenzyl)-3-(4-isobutoxybenzyl)-1-((1-methylpyrrolidin-3-yl)methyl)urea FC1=CC=C(CN(C(=O)NCC2=CC=C(C=C2)OCC(C)C)C[C@H]2CN(CC2)C)C=C1